6-methyl-N-(2-(pyrrolidin-1-yl)ethyl)pyrazin-2-amine trifluoroacetate FC(C(=O)O)(F)F.CC1=CN=CC(=N1)NCCN1CCCC1